BrCC1=CC=C(CCN2N=CC(=C2)C(=O)OCC)C=C1 ethyl 1-(4-(bromomethyl) phenethyl)-1H-pyrazole-4-carboxylate